BrC1=CC=2C3=C(C=NC2C=C1F)NC(C31CC(C1)CC)=O 8'-Bromo-3-ethyl-7'-fluorospiro[cyclobutane-1,1'-pyrrolo[2,3-c]quinoline]-2'(3'h)-one